CN1C(NC(=C1)C1=NC=CC=C1)=NC(OCC1=CC=CC=C1)=O Benzyl (1-methyl-4-(pyridin-2-yl)-1,3-dihydro-2H-imidazol-2-ylidene)carbamate